COC1=C(CC(C(C(=O)OC(C(F)(F)C2=CC(=C(C=C2)C)Cl)C[Si](C)(C)C)(C)OC)F)C=CC(=C1)OC (3-chloro-4-methylphenyl)-1,1-difluoro-3-(trimethylsilyl)propan-2-ol 2,4-dimethoxybenzyl-3-fluoro-2-methoxy-2-methylpropanoate